4-(6-(5-Amino-6-methoxypyridin-3-yl)pyrido[3,2-d]pyrimidin-4-yl)-3,6-dihydropyridin NC=1C=C(C=NC1OC)C=1C=CC=2N=CN=C(C2N1)C=1CC=NCC1